2-[2-[2-[2-[2-[2-[2-[2-(2,2-dimethoxyethoxy)ethoxy]ethoxy]ethoxy]ethoxy]ethoxy]ethoxy]ethoxy]ethanol methyl-3,5-di-tert-butyl-4-hydroxyhydrocinnamate CC(C(=O)OCCOCCOCCOCCOCCOCCOCCOCCOCC(OC)OC)CC1=CC(=C(C(=C1)C(C)(C)C)O)C(C)(C)C